3-ethyl-9-fluoro-8-(hydroxymethyl)-1-(4-methoxybenzyl)-5-methyl-1H-pyrimido[4,5,6-de]quinazolin-2(3H)-one C(C)N1C(N(C2=C(C(=CC=3C2=C1N=C(N3)C)CO)F)CC3=CC=C(C=C3)OC)=O